B(O)(O)O.NCCC1=C(C=CC=C1)C1=CC=CC=C1 2-amino ethyl biphenyl-borate